C(CC)(=O)C=1N=C(C=2N=CN([C@H]3[C@H](O)[C@H](OP(=O)(O)O)[C@@H](COP(=O)(O)OP(=O)(O)OCC(C)(C)[C@@H](O)C(=O)NCCC(=O)NCCS)O3)C2N1)N 2-propionyl-coenzyme A